CN1[C@H]2[C@@H](CC1)CN(C2)C2=C(C=CC(=N2)NC2=CC1=C(C=N2)SC(=N1)C1=NC=CC=C1C)C 6-[(3aS,6aS)-1-Methyl-octahydropyrrolo[3,4-b]pyrrol-5-yl]-5-methyl-N-[2-(3-methylpyridin-2-yl)-[1,3]thiazolo[5,4-c]pyridin-6-yl]pyridin-2-amine